FC=1C(=C(C=CC1F)[C@H]1[C@H](O[C@](C1)(CC(F)(F)F)C)C(=O)NC1=CC(=NC=C1)C(=O)N)OC (2S,3S,5R)-4-[[3-(3,4-Difluoro-2-methoxy-phenyl)-5-methyl-5-(2,2,2-trifluoroethyl)tetrahydrofuran-2-carbonyl]amino]pyridin-2-carboxamid